(3R,6S,7R)-12-(benzyloxy)-N-(2,4-difluorobenzyl)-3-(fluoromethyl)-6-methoxy-1,11-dioxo-1,4,5,6,7,11-hexahydro-3H-2,7-methanopyrido[1,2-a][1,4]diazonine-10-carboxamide C(C1=CC=CC=C1)OC=1C(C(=CN2C1C(N1[C@H](CC[C@@H]([C@H]2C1)OC)CF)=O)C(=O)NCC1=C(C=C(C=C1)F)F)=O